FC1=CC=C(C=C1)N1N=C(N=C1C1=CC=C(C=C1)C(C)C)CN1CCC2(OCCCO2)CC1 9-((1-(4-fluorophenyl)-5-(4-isopropylphenyl)-1H-1,2,4-triazol-3-yl)methyl)-1,5-dioxa-9-azaspiro[5.5]undecane